2'-cyano-[1,1'-biphenyl] C(#N)C1=C(C=CC=C1)C1=CC=CC=C1